(S)-N-(6-bromo-2-(1-cyclopropylethyl)-3-oxoisoindol-4-yl)acetamide BrC1=CC(=C2C(N(CC2=C1)[C@@H](C)C1CC1)=O)NC(C)=O